BrC1=C2C(C(NC2=C(C=C1)Cl)=O)=O 4-Bromo-7-chloroindoline-2,3-dione